(Cyclohexylmethyl)-2-(pyridin-4-yl)benzene-1,4-diamine C1(CCCCC1)CC=1C(=C(C=CC1N)N)C1=CC=NC=C1